CC1OCCN(C1)C=1N=C(C2=C(N1)N=CC=C2)NCC=2C(=NC=CC2)C(F)(F)F 2-(2-methylmorpholino)-N-((2-(trifluoromethyl)pyridin-3-yl)methyl)pyrido[2,3-d]pyrimidin-4-amine